C(CCCCCCCC=CCC=CCC=CCC)(=O)N[C@@H](CCC(N)=O)C(=O)O N-(9,12,15-octadecatrienoyl)glutamine